O[C@@]1(CC[C@@H]2[C@H]3CC[C@]4([C@H]([C@@H]3CC[C@@H]2C1)[C@H]1[C@@H]([C@@H]4C(CN4N=CC(=C4)S(=O)C)=O)C1)C)C 1-((2R,4aS,4bR,6aS,7S,7aS,8aR,8bR,8cR,10aR)-2-hydroxy-2,6a-dimethyloctadecahydrocyclopropa[4,5]cyclopenta[1,2-a]phenanthren-7-yl)-2-(4-(methylsulfinyl)-1H-pyrazol-1-yl)ethan-1-one